C(C)(C)(C)OC(=O)N=[S@@](=O)(C=1C(=NC(=CC1)C)O[C@H]1C[C@H](CCC1)CC=O)N1[C@@H](CCC1)C(=O)OC methyl ((S)-N-(tert-butoxycarbonyl)-6-methyl-2-(((1R,3S)-3-(2-oxoethyl)cyclohexyl)oxy)pyridine-3-sulfonimidoyl)-L-prolinate